5,7-difluoroquinoline FC1=C2C=CC=NC2=CC(=C1)F